[Na+].C(C)[NH+](CC)CC N-ethylethylethylammonium sodium salt